1-(5-(dimethylamino)pentyl)-3-(4-methylquinazolin-2-yl)guanidine CN(CCCCCNC(=N)NC1=NC2=CC=CC=C2C(=N1)C)C